3-(3-(ethoxycarbonyl)-1-(2-isopropoxyethyl)thioureido)-1-(2-hydroxyethyl)-1H-pyrrole-2-carboxylic acid ethyl ester C(C)OC(=O)C=1N(C=CC1N(C(=S)NC(=O)OCC)CCOC(C)C)CCO